1-(2-thienyl)-2-hydroxyethyl ketone S1C(=CC=C1)C(CO)C(=O)C(CO)C=1SC=CC1